[Pb].[Ni].[Nb].[Zn].[Nb] niobium zinc-niobium nickel-lead